N-trans-feruloyl-methoxyl-tyramine C(\C=C\C1=CC(OC)=C(O)C=C1)(=O)N(CCC1=CC=C(C=C1)O)OC